ethyl 3-(4-hydroxyphenyl)propanoate OC1=CC=C(C=C1)CCC(=O)OCC